ClC1=CC=C(C=C1)CCC1=NOC(=N1)CN1C=C(C=C(C1=O)C)C(=O)N 1-({3-[2-(4-chlorophenyl)ethyl]-1,2,4-oxadiazol-5-yl}methyl)-5-methyl-6-oxopyridine-3-carboxamide